NC=1SN=C2N(C(N(C(C21)=O)C2CCC1(CC(C1)NC)CC2)=O)CCCC 3-Amino-7-butyl-5-(2-(methylamino)spiro[3.5]nonan-7-yl)isothiazolo[3,4-d]pyrimidine-4,6(5H,7H)-dione